O=C1NC(CCC1N1C(C2=CC=C(C=C2C1=O)N1CCN(CC1)C1CCN(CC1)CCOC1=CC=C(C=C1)\C(=C(\CC)/C1=CC=CC=C1)\C1=CC=C(C=C1)B(O)O)=O)=O (Z)-(4-(1-(4-(2-(4-(4-(2-(2,6-dioxopiperidin-3-yl)-1,3-dioxoisoindolin-5-yl)piperazin-1-yl)piperidin-1-yl)ethoxy)phenyl)-2-phenylbut-1-en-1-yl)phenyl)boronic acid